FC(OC=1C=CC(=NC1)C=1C=NN(C1)C1CCC(CC1)C1(OC2=C(CC1)C=CC=C2)C(=O)N)(F)F (1r,4R)-4-{4-[5-(trifluoromethoxy)pyridin-2-yl]-1H-pyrazol-1-yl}cyclohexyl-3,4-dihydro-2H-1-benzopyran-2-carboxamide